FC=1C=C2C(C[C@H]([C@@H](C2=CC1F)NC(=O)NC=1C(=NC(=C(C1)C)C=1C=NNC1)C1=CC=CC=C1)O)(C)C ((1R,2R)-6,7-difluoro-2-hydroxy-4,4-dimethyl-1,2,3,4-tetrahydronaphthalen-1-yl)-3-(5-methyl-2-phenyl-6-(1H-pyrazol-4-yl)pyridin-3-yl)urea